Cl.NC(C(=O)OC)([2H])C1CC1 methyl 2-amino-2-cyclopropyl-2-deutero-acetate hydrochloride